C(C)(C)(C)OC(=O)N1CCC(=CC1)B1OC(C(O1)(C)C)(C)C 1-(tert-butoxycarbonyl)-1,2,3,6-tetrahydro-4-(4,4,5,5-tetramethyl-1,3,2-dioxaborolan-2-yl)pyridine